3-[benzyloxycarbonyl-(2-carboxyethyl)amino]oxetane-3-carboxylic acid C(C1=CC=CC=C1)OC(=O)N(C1(COC1)C(=O)O)CCC(=O)O